ClC1=CC=C(C2=CC=CC=C12)C(=O)N[C@@H]1CCO[C@]12O[C@@H]([C@@H]([C@@H]([C@H]2O)N2N=NC(=C2)C2=CC(=C(C(=C2)F)F)F)O)CO 4-chloro-N-((4r,5s,7r,8r,9s,10r)-8,10-dihydroxy-7-(hydroxymethyl)-9-(4-(3,4,5-trifluorophenyl)-1H-1,2,3-triazol-1-yl)-1,6-dioxaspiro[4.5]dec-4-yl)-1-naphthamide